N-(4-chloro-2-(trifluoromethyl)benzyl)-1-phenethylpiperidine-4-carboxamide ClC1=CC(=C(CNC(=O)C2CCN(CC2)CCC2=CC=CC=C2)C=C1)C(F)(F)F